(4-(ethylsulfonyl)phenyl)-N-(1-isopropyl-2-(4-methoxybenzyl)-1H-benzo[d]imidazol-6-yl)acetamide C(C)S(=O)(=O)C1=CC=C(C=C1)CC(=O)NC=1C=CC2=C(N(C(=N2)CC2=CC=C(C=C2)OC)C(C)C)C1